C(C)OC[C@@]1(CN(CC1)C(C)(C)C=1C=CC(=NC1)C)CCC=1C=NC=CC1 (S)-5-(2-(3-(ethoxymethyl)-3-(2-(pyridin-3-yl)ethyl)pyrrolidin-1-yl)propan-2-yl)-2-methylpyridine